3-(4-(((1r,4r)-4-amino-cyclohexyl)(cyclopropylmethyl)amino)-1-oxoisoindolin-2-yl)piperidine-2,6-dione NC1CCC(CC1)N(C1=C2CN(C(C2=CC=C1)=O)C1C(NC(CC1)=O)=O)CC1CC1